BrC1=C(N(N=C1)C)CN(CC(C)O[Si](C)(C)C(C)(C)C)C N-[(4-bromo-2-methyl-pyrazol-3-yl)methyl]-2-[tert-butyl-(dimethyl)silyl]oxy-N-methyl-propan-1-amine